(S)-6-Chloro-4-(5-(2-methylpiperazin-1-yl)pyridin-2-ylamino)pyridazin-3(2H)-one ClC=1C=C(C(NN1)=O)NC1=NC=C(C=C1)N1[C@H](CNCC1)C